propyl alpha-hydroxyhexanoate OC(C(=O)OCCC)CCCC